3-oxoisoindole-5-carboxamide O=C1N=CC2=CC=C(C=C12)C(=O)N